ClC1=C(CNC(=O)[C@@]2(C=3C=CC=NC3[C@H](CC2)O)F)C(=CC(=C1)Cl)C (5r,8s)-N-(2,4-dichloro-6-methylbenzyl)-5-fluoro-8-hydroxy-5,6,7,8-tetrahydroquinoline-5-carboxamide